N4-octylquinoline-3,4-diamine C(CCCCCCC)NC1=C(C=NC2=CC=CC=C12)N